C=CC=CCCCCCCCC(CCCCCC)N 12-octadecadienylamine